C1(CC1)[C@]1(C(N(C[C@H]1C)C=1C=2N(N=CC1)C=C(C2)C2=NC(=CC=C2O)C)=O)C#N (3R,4S)-3-cyclopropyl-1-[6-(3-hydroxy-6-methylpyridin-2-yl)pyrrolo[1,2-b]pyridazin-4-yl]-4-methyl-2-oxopyrrolidine-3-carbonitrile